2-(o-nitroanilino)-3-cyano-5-methylthiophene [N+](=O)([O-])C1=C(NC=2SC(=CC2C#N)C)C=CC=C1